Methyl 2-(chloromethyl)-1-((1-ethyl-1H-imidazol-5-yl)methyl)-4-methoxy-1H-benzo[d]imidazole-6-carboxylate ClCC1=NC2=C(N1CC1=CN=CN1CC)C=C(C=C2OC)C(=O)OC